3-(2-carboxyethyl)-benzothiazole bromide salt [Br-].C(=O)(O)CCN1CSC2=C1C=CC=C2